(1R,3R,4R)-N-((R)-1-cyano-2-((S)-2-oxopyrrolidin-3-yl)ethyl)-2-(4-(difluoromethyl)-6-fluoro-1H-indole-2-carbonyl)-5,5-difluoro-2-azabicyclo[2.2.2]octane-3-carboxamide C(#N)[C@@H](C[C@H]1C(NCC1)=O)NC(=O)[C@@H]1N([C@H]2CC([C@@H]1CC2)(F)F)C(=O)C=2NC1=CC(=CC(=C1C2)C(F)F)F